[Br].[Cl-].FC(CC)([N+](CCC)(CCC)CS(=O)(=O)O)F difluorosulfomethyl-tri-n-propyl-ammonium chloride bromine